Cl.NC(CCCCB1OC(C(O1)(C)C)(C)C)C1=NN=NN1CC(=O)O 2-(5-(1-amino-5-(4,4,5,5-tetramethyl-1,3,2-dioxaborolan-2-yl)pentyl)-1H-tetrazol-1-yl)acetic acid hydrochloride